2-fluoro-3-((1-((1r,4r)-4-methoxycyclohexyl)-5-methyl-4-nitro-1H-pyrazol-3-yl)oxy)propan-1-ol FC(CO)COC1=NN(C(=C1[N+](=O)[O-])C)C1CCC(CC1)OC